C(=O)C=1C(=C(C=C(C1)C)C1=CC=CC=N1)OCCCC 6-(3-formyl-2-butoxy-5-methylphenyl)pyridine